5-AZAINDAZOLE N1N=CC2=CN=CC=C12